(1S,4R)-7,7-dimethyl-2-oxobicyclo[2.2.1]heptane-1-methanesulfonic acid CC1([C@@]2(C(C[C@H]1CC2)=O)CS(=O)(=O)O)C